C(CCCCCCCCCCCC)(=O)OC1=CC(=C(C(=C1)F)\N=N\C1=C(C=CC=C1F)Cl)Cl (E)-3-chloro-4-((2-chloro-6-fluorophenyl)diazenyl)-5-fluorophenyl Tridecanoate